4-(oxazol-2-yl)aniline O1C(=NC=C1)C1=CC=C(N)C=C1